FC=1C=C(C=CC1F)C=1C=C2C(=NC1)NC(N2CC2=NOC(=N2)C)=O 6-(3,4-difluorophenyl)-1-[(5-methyl-1,2,4-oxadiazol-3-yl)methyl]-3H-imidazo[4,5-b]pyridin-2-one